CC1NCCC2=C1N=CN2 4-Methyl-4,5,6,7-tetrahydro-1H-imidazo[4,5-c]pyridine